CC1=CC=C(C=C1)N1C(NC=C(C1=O)C(=O)O)=O 3-(4-methylphenyl)-2,4-dioxo-1,2,3,4-tetrahydropyrimidine-5-carboxylic acid